5-bromo-2-chloro-4-methoxypyrrolo[2,1-f][1,2,4]triazine BrC=1C=CN2N=C(N=C(C21)OC)Cl